tert-Butyl 4-(pyridin-2-yl)-1,4-diazepane-1-carboxylate N1=C(C=CC=C1)N1CCN(CCC1)C(=O)OC(C)(C)C